thieno[2,3-c]pyridine-2-carbonyl chloride S1C(=CC=2C1=CN=CC2)C(=O)Cl